2,4,4-trimethylpentylphosphine oxide CC(C[PH2]=O)CC(C)(C)C